CC1(O[C@H]2[C@H]([C@H](OC[C@@H]2NC2=NC(=CN=C2)C(F)(F)F)CNC(=O)N2CCN(CC2)C(=O)OC(C)(C)C)O1)C tert-butyl 4-((((3aS,4R,7S,7aR)-2,2-dimethyl-7-((6-(trifluoromethyl)pyrazin-2-yl)amino)tetrahydro-4H-[1,3]dioxolo[4,5-c]pyran-4-yl)methyl)carbamoyl)piperazine-1-carboxylate